COC=1C=C(C=CC1OC)C1N=CC=CC=C1C1=CC(=C(C(=C1)OC)OC)OC 2-(3,4-dimethoxyphenyl)-3-(3,4,5-trimethoxyphenyl)-2H-azepine